C(C(C)C)(=O)C=1SC(=CC1C(=O)OC)C(C)C methyl 2-isobutyryl-5-isopropylthiophene-3-carboxylate